CN(C(O)=O)C1=CC=C(C=C1)N1CCN(CC1)C methyl-[4-(4-methylpiperazin-1-yl)phenyl]Carbamic acid